C1(=CC=CC=C1)C1=NN=C(O1)C(=O)C1CCNCC1 (5-phenyl-1,3,4-oxadiazol-2-yl)(piperidin-4-yl)methanone